(-)-N-ethyl-2-aminomethylpyrrolidine C(C)N1C(CCC1)CN